((2-chloro-5-fluorophenyl)amino)-6-(3-fluoro-5-(trifluoromethyl)benzoylamino)pyridinecarboxylic acid methyl ester COC(=O)C1=NC(=CC=C1NC1=C(C=CC(=C1)F)Cl)NC(C1=CC(=CC(=C1)C(F)(F)F)F)=O